Cl[B] Chloroboron